BrC1=C(C(=O)O)C=C(C=C1F)OC bromo-3-fluoro-5-methoxybenzoic acid